COC(C1=C(C=C(C(=C1)[N+](=O)[O-])NC(C)=O)OCC#C)=O 4-acetamido-5-nitro-2-(prop-2-yn-1-yloxy)benzoic acid methyl ester